ClC1=C(C(=O)NC2=C(C=CC(=C2)C#CC2=CC=C(C=C2)F)N2C[C@H](N([C@H](C2)C)C)C)C(=CC=N1)C(F)(F)F chloro-N-(5-((4-fluorophenyl)ethynyl)-2-((3R,5S)-3,4,5-trimethylpiperazin-1-yl)phenyl)-4-(trifluoromethyl)nicotinamide